N1(CCCC1)C1CCCCCCC1 pyrrolidinylcyclooctane